C(CCCCCCCCCCC)NCC(CO)O 3-(dodecylamino)-1,2-propanediol